1-(3-(tert-butyl)-1-methyl-1H-pyrazol-5-yl)-3-(2-fluoro-4-(4,4,5,5-tetramethyl-1,3,2-dioxaborolan-2-yl)phenyl)urea C(C)(C)(C)C1=NN(C(=C1)NC(=O)NC1=C(C=C(C=C1)B1OC(C(O1)(C)C)(C)C)F)C